Titanium-Niobium-Tantalum [Ta].[Nb].[Ti]